C(C1=CC=CC=C1)SC1=CC=CC2=C1CCO2 4-(benzylthio)-2,3-dihydro-1-benzofuran